4-cyanophenylhydrazine C(#N)C1=CC=C(C=C1)NN